methyl-4-methyl-1-(oxetan-3-yl)-1H-pyrazole CC1=NN(C=C1C)C1COC1